C1(CC1)S(=O)(=O)NC1=CC(=NC=C1)[C@H](C[C@H]1N(CCCC1)C(C)C)NC(=O)C=1SC(=CN1)C1=NC(=CN=C1)OCC N-[(1S)-1-(4-cyclopropanesulfonamidopyridin-2-yl)-2-[(2S)-1-isopropylpiperidin-2-yl]ethyl]-5-(6-ethoxypyrazin-2-yl)-1,3-thiazole-2-carboxamide